C(CCCC)C(CCC(C(=O)OCC1=CC(=CC(=C1)C1=CC=NC=C1)C1=CC=NC=C1)CCCCCCN(CCCCCCCCOC(CC12CC3CC(CC(C1)C3)C2)=O)CCCN2C=NC=C2)CCCCC (3,5-di(pyridin-4-yl)phenyl)methanol 3-pentyloctyl-8-((3-(1H-imidazol-1-yl)propyl)(8-(2-((3r,5r,7r)-adamantan-1-yl)acetoxy)octyl)amino)octanoate